(M)-6-chloro-7-(2-fluorophenyl)-4-((2R)-2-(hydroxymethyl)-4-(2-propenoyl)-1-piperazinyl)-1-(4-methyl-2-(2-propanyl)-3-pyridinyl)pyrido[2,3-d]pyrimidin-2(1H)-one ClC1=CC2=C(N(C(N=C2N2[C@H](CN(CC2)C(C=C)=O)CO)=O)C=2C(=NC=CC2C)C(C)C)N=C1C1=C(C=CC=C1)F